Trans-1-(2,2,6-triethyl-1-cyclohexyl)-3-hexanol C(C)C1([C@H]([C@@H](CCC1)CC)CCC(CCC)O)CC